C1(=CC=C(C=C1)C=1OC=C(N1)C(=O)OCC)C Ethyl 2-(p-tolyl)oxazole-4-carboxylate